3-(5-((5,6-difluoro-1H-benzo[d]imidazol-2-yl)amino)-2-methylphenyl)-7-((2,6-dimethylpyridin-3-yl)amino)-1-methyl-3,4-dihydropyrimido[4,5-d]pyrimidin-2(1H)-one FC1=CC2=C(NC(=N2)NC=2C=CC(=C(C2)N2C(N(C3=NC(=NC=C3C2)NC=2C(=NC(=CC2)C)C)C)=O)C)C=C1F